(R)-3-hydroxy-1-(2-hydroxy-2-phenylethyl)-2-methylpyridin-4(1H)-one OC1=C(N(C=CC1=O)C[C@@H](C1=CC=CC=C1)O)C